2-(methylxanthenyl)benzofuran CC1=CC=CC=2OC3=CC=CC=C3C(C12)C=1OC2=C(C1)C=CC=C2